2-(((2R,5S)-5-(6-((4-cyano-2-fluorobenzyl)oxy)pyridin-2-yl)tetrahydro-2H-pyran-2-yl)methyl)-1-(((S)-oxetan-2-yl)methyl)-1H-benzo[d]imidazole-6-carboxylic acid C(#N)C1=CC(=C(COC2=CC=CC(=N2)[C@@H]2CC[C@@H](OC2)CC2=NC3=C(N2C[C@H]2OCC2)C=C(C=C3)C(=O)O)C=C1)F